(E)-2-chloro-3-(2-(2-chlorobenzenesulfonyl)vinyl)pyridine ClC1=NC=CC=C1\C=C\S(=O)(=O)C1=C(C=CC=C1)Cl